C(C)N1C[C@@H](CCC1)NC=1N=NC(=C2C1SC=C2)C2=C(C=C(C=C2)C(F)(F)F)O |r| (rac)-2-[7-[(1-Ethyl-3-piperidyl)amino]thieno[2,3-d]pyridazin-4-yl]-5-(trifluoromethyl)phenol